tert-butyl N-[4-[1-(4-chlorophenyl)-7-isopropoxy-6-methoxy-3-oxo-1,4-dihydroisoquinolin-2-yl]phenyl]-N-methyl-carbamate ClC1=CC=C(C=C1)C1N(C(CC2=CC(=C(C=C12)OC(C)C)OC)=O)C1=CC=C(C=C1)N(C(OC(C)(C)C)=O)C